ammonium gluconate salt O=C([C@H](O)[C@@H](O)[C@H](O)[C@H](O)CO)[O-].[NH4+]